FC=1C=C(C=CC1)C(C)O 1-(m-fluorophenyl)-1-ethanol